tert-butyl (4aS,8aR)-4-(6-chloropyridazin-3-yl)-3,4a,5,7,8,8a-hexahydro-2H-pyrido[4,3-b][1,4]oxazine-6-carboxylate ClC1=CC=C(N=N1)N1[C@@H]2[C@H](OCC1)CCN(C2)C(=O)OC(C)(C)C